6-(2,4-dimethylpyrazol-3-yl)pyridazin-3-amine dihydrochloride Cl.Cl.CN1N=CC(=C1C1=CC=C(N=N1)N)C